2,5-Divinylterephthalonitrile C(=C)C1=C(C#N)C=C(C(=C1)C#N)C=C